OC1(CCN(CC1)C(C[C@@H](C)C1=CC=CC=C1)=O)CN1C=NC(=CC1=O)C=1C=CC=C2C=NN(C12)C (R)-3-((4-hydroxy-1-(3-phenylbutyryl)piperidin-4-yl)methyl)-6-(1-methyl-1H-indazol-7-yl)pyrimidin-4(3H)-one